N2,N4-bis((R)-1-cyclopropylethyl)-6-(6-(4-methoxybenzylamino)pyridin-2-yl)-1,3,5-triazine-2,4-diamine C1(CC1)[C@@H](C)NC1=NC(=NC(=N1)N[C@H](C)C1CC1)C1=NC(=CC=C1)NCC1=CC=C(C=C1)OC